(E)-(1-(4-(2-(dimethylamino)vinyl)-5-nitropyridin-2-yl)piperidin-4-yl)carbamic acid tert-butyl ester C(C)(C)(C)OC(NC1CCN(CC1)C1=NC=C(C(=C1)\C=C\N(C)C)[N+](=O)[O-])=O